diethyl (2-(2,7-diphenyl-9H-carbazol-9-yl)ethyl)phosphonate C1(=CC=CC=C1)C1=CC=2N(C3=CC(=CC=C3C2C=C1)C1=CC=CC=C1)CCP(OCC)(OCC)=O